3-[(tert-butoxycarbonyl)amino]propionic acid C(C)(C)(C)OC(=O)NCCC(=O)O